(n-propyl) methyl ether COCCC